(((4-chlorophenyl)amino)methyl)-1,3,4-thiadiazol-2-amine ClC1=CC=C(C=C1)NCC1=NN=C(S1)N